tetraaminopyrazine NC1=C(N=C(C(=N1)N)N)N